3-chloro-N-[1-(5-chloro-2-pyrimidin-2-yl-1,2,4-triazol-3-yl)ethyl]-5-(trifluoromethoxy)benzamide ClC=1C=C(C(=O)NC(C)C=2N(N=C(N2)Cl)C2=NC=CC=N2)C=C(C1)OC(F)(F)F